(R)-1-(2-cyano-4-(trifluoromethyl)phenyl)-4-(6-(2-ethoxyphenyl)-5-fluoropyridin-3-yl)-N-(pyrrolidin-3-yl)piperidine-4-carboxamide C(#N)C1=C(C=CC(=C1)C(F)(F)F)N1CCC(CC1)(C(=O)N[C@H]1CNCC1)C=1C=NC(=C(C1)F)C1=C(C=CC=C1)OCC